[4-[2-(2,2-dimethylpropyl)tetrazol-5-yl]phenyl]-[4-(5-methyloxazolo[4,5-b]pyridin-2-yl)piperazin-1-yl]methanone CC(CN1N=C(N=N1)C1=CC=C(C=C1)C(=O)N1CCN(CC1)C=1OC=2C(=NC(=CC2)C)N1)(C)C